FC=1C=2N(C=C(C1)C1=NC(=NC=C1F)N[C@H]1[C@@H](COCC1)O)C(=C(N2)C(C)=O)C 1-(8-fluoro-6-(5-fluoro-2-(((3s,4r)-3-hydroxytetrahydro-2H-pyran-4-yl)amino)pyrimidin-4-yl)-3-methylimidazo[1,2-a]pyridin-2-yl)ethan-1-one